(E)-1H-quinolin-2-one citrate C(CC(O)(C(=O)O)CC(=O)O)(=O)O.N1C(C=CC2=CC=CC=C12)=O